3-tert-butyl-6-(4-methoxybenzyl)-8-(morpholin-4-yl)pyrido[3,4-e][1,2,4]triazolo[4,3-c]pyrimidin-5(6H)-one C(C)(C)(C)C1=NN=C2N1C(N(C1=C2C=NC(=C1)N1CCOCC1)CC1=CC=C(C=C1)OC)=O